1-Amino-3-methyl-2-butanol NCC(C(C)C)O